N-(4-(trifluoromethyl)pyridin-2-yl)benzamide formate C(=O)O.FC(C1=CC(=NC=C1)NC(C1=CC=CC=C1)=O)(F)F